tert-butyl (2S)-2-[2-[1-(2,6-dioxo-3-piperidyl)-3-methyl-2-oxo-benzimidazol-5-yl] ethyl]morpholine-4-carboxylate O=C1NC(CCC1N1C(N(C2=C1C=CC(=C2)CC[C@H]2CN(CCO2)C(=O)OC(C)(C)C)C)=O)=O